C1(CC1)N(C1=CC=2N(C=C1)C(N(N2)C)=O)C2=NC=C(C=C2)C(=O)N2CC(C2)(F)F 7-(cyclopropyl(5-(3,3-difluoroazetidine-1-carbonyl)pyridin-2-yl)amino)-2-methyl-[1,2,4]triazolo[4,3-a]pyridin-3(2H)-one